NC1=NC(=C(C=C1C=1C=C2CCNC(C2=CC1)=O)C1=CC=C(C=C1)S(=O)(=O)C1CC1)F 6-(2-amino-5-(4-(cyclopropylsulfonyl)phenyl)-6-fluoropyridin-3-yl)-3,4-dihydroisoquinolin-1(2H)-one